4-mercapto-1-butyltrimethoxysilane methyl-6-chloro-3-(dimethylaminomethyleneamino)-5-fluoro-pyridine-2-carboxylate COC(=O)C1=NC(=C(C=C1N=CN(C)C)F)Cl.SCCCC[Si](OC)(OC)OC